BrC1=C2C=NN(C2=CC(=C1C1(CC1)C)Cl)C1OCCCC1 4-bromo-6-chloro-5-(1-methylcyclopropyl)-1-(tetrahydro-2H-pyran-2-yl)-1H-indazole